1-(3-((1-(benzyloxy)cyclopropyl)difluoromethyl)-2-fluorophenyl)ethan-1-one C(C1=CC=CC=C1)OC1(CC1)C(C=1C(=C(C=CC1)C(C)=O)F)(F)F